NC1=C(C=C(C=C1Cl)CC)Cl 1-(4-amino-3,5-dichlorophenyl)ethane